ClC1=C(C=CC=C1)C1=C(C(=CC=C1)C1=CC=CC=C1)O chloro-2'-hydroxy-[1,1':3',1''-terphenyl]